4-(4-aminopiperidin-1-yl)-6-fluoro-7-(2-fluorophenyl)-1-(2-isopropyl-4-methylpyridin-3-yl)pyrido[2,3-d]pyrimidin-2(1H)-one NC1CCN(CC1)C=1C2=C(N(C(N1)=O)C=1C(=NC=CC1C)C(C)C)N=C(C(=C2)F)C2=C(C=CC=C2)F